C(C)N(C=1C(=C(C(=O)C2=C(C(=O)O)C=CC=C2)C=CC1)O)CC 2-(3-(diethylamino)-2-hydroxybenzoyl)benzoic acid